NC=1C=C(C(=C2CCC(C(C12)=O)(C)CO)C)F 8-Amino-6-fluoro-2-(hydroxymethyl)-2,5-dimethyl-3,4-dihydronaphthalen-1(2H)-one